6-((4-methylpiperazin-1-yl)methyl)pyridin-2-amine CN1CCN(CC1)CC1=CC=CC(=N1)N